ethyl 4-((1-acetamido-2-methylhex-2-yl) amino)-2-((2,4-dimethoxybenzyl) amino)-1,5-naphthyridine-3-carboxylate C(C)(=O)NCC(CCCC)(C)NC1=C(C(=NC2=CC=CN=C12)NCC1=C(C=C(C=C1)OC)OC)C(=O)OCC